CC1=NN(C=C1C1CCNCC1)C1=CC=C(C=C1)OC(F)(F)F 4-[3-methyl-1-[4-(trifluoromethoxy)phenyl]pyrazol-4-yl]piperidine